ClC1=C(C=CC2=C1C(=N[C@H](C=1N2N=C(N1)C)C)C1=C(C=CC(=N1)O)F)C(F)(F)F 6-[(4S)-7-chloro-2,4-dimethyl-8-(trifluoromethyl)-4H-[1,2,4]triazolo[1,5-a][1,4]benzodiazepin-6-yl]-5-fluoro-pyridin-2-ol